4-[4-(3-carboxypropyl)phenyl]4-oxobutanoic acid C(=O)(O)CCCC1=CC=C(C=C1)C(CCC(=O)O)=O